C(C)(C)(C)C=1C=C(C=C(C1O)C(C)(C)C)CCC(=O)NNC(CCC1=CC(=C(C(=C1)C(C)(C)C)O)C(C)(C)C)=O 1,2-bis[beta-(3,5-di-tertiary butyl-4-hydroxyphenyl)propionyl]hydrazine